N-{4-[(3-chloro-1-{[2-(trimethylsilyl)ethoxy]methyl}-1H-pyrrolo[2,3-b]pyridin-4-yl)oxy]-3,5-difluorophenyl}-N'-(2,2-difluoro-3-hydroxypropyl)thiourea ClC1=CN(C2=NC=CC(=C21)OC2=C(C=C(C=C2F)NC(=S)NCC(CO)(F)F)F)COCC[Si](C)(C)C